5-(1-(tert-butoxycarbonyl)piperidine-4-carbonyl)-2-(4-chlorobenzoyl)-3-fluorobenzoic acid C(C)(C)(C)OC(=O)N1CCC(CC1)C(=O)C=1C=C(C(=C(C(=O)O)C1)C(C1=CC=C(C=C1)Cl)=O)F